N[C@@H](C)C=1C=C(C=CC1)C1=CC(=CC(=C1)N1CCC2(CCOC2)CC1)COC1=C(C=CC=C1)CC(=O)O (S)-2-(2-((3'-(1-aminoethyl)-5-(2-oxa-8-azaspiro[4.5]decane-8-yl)-[1,1'-biphenyl]-3-yl)methoxy)phenyl)acetic acid